N,2-Dimethoxy-N-methyl-1-phenylpropan-2-amine CON(C(CC1=CC=CC=C1)(C)OC)C